C([2H])([2H])([2H])N[C@H](C(=O)O)CC1=CC2=CC=CC=C2C=C1 (S)-2-((methyl-d3)amino)-3-(naphthalene-2-yl)propanoic acid